ClC1=NC=CC(=C1)C(C)(CC)N(S(=O)C(C)(C)C)C N-(2-(2-chloropyridin-4-yl)butan-2-yl)-N,2-dimethylpropane-2-sulfinamide